C[C@@H]1CC[C@H](CC1)C(=O)O trans-4-methylcyclohexylcarboxylic acid